BrC1=CC(=C2CCN(CC2=C1)C(=O)[O-])F 7-bromo-5-fluoro-3,4-dihydro-1H-isoquinoline-2-carboxylate